4-(4-cyano-2-methoxyphenoxy)-N-(3-(S-methylsulfonimidoyl)phenyl)-6-(trifluoromethyl)pyridazine-3-carboxamide C(#N)C1=CC(=C(OC2=C(N=NC(=C2)C(F)(F)F)C(=O)NC2=CC(=CC=C2)S(=O)(=N)C)C=C1)OC